C1=CC=C2C(=C1)[C@H]([C@@H](C3=CC=CC=C3N2C(=O)N)O)O The molecule is a dibenzoazepine that is 10,11-dihydro-5H-dibenzo[b,f]azepine-5-carboxamide substituted by hydroxy groups at positions 10 and 11. It is a metabolite of the drug carbamazepine. It has a role as a marine xenobiotic metabolite and a drug metabolite. It is a member of ureas, a diol and a dibenzoazepine.